8-(methylsulfonyl)-8-azabicyclo[3.2.1]octan-3-amine CS(=O)(=O)N1C2CC(CC1CC2)N